BrC=1C=C(C=CC1)C1=CC(=C(N1)C(=O)[O-])CC1CC1 5-(3-bromophenyl)-3-(cyclopropylmethyl)-1H-pyrrole-2-carboxylate